C(C)(C)(C)OC(=O)C1=NC2=CC=CC=C2C=N1 quinazoline-2-carboxylic acid tert-butyl ester